3-(6-chloro-2,3-dihydro-1H-indol-1-yl)-N-((1R,2R,4S)-7-cyano-7-azabicyclo[2.2.1]heptan-2-yl)propanamide ClC1=CC=C2CCN(C2=C1)CCC(=O)N[C@H]1[C@H]2CC[C@@H](C1)N2C#N